N1(CCCC1)C1=CC=C(C=N1)C=1NC(C2=C(N1)NN=C2)=O 6-(6-(pyrrolidin-1-yl)pyridin-3-yl)-1H-pyrazolo[3,4-d]pyrimidin-4(5H)-one